CS(=O)(=O)C1=CC=C(CN2C=C([C@H]3[C@H](O)[C@H](O)[C@@H](CO)O3)C(NC2=O)=O)C=C1 1-(4-methanesulfonyl-benzyl)pseudouridine